dimethyl-(3,4-dichlorobenzyl)-ammonium chloride [Cl-].C[NH+](CC1=CC(=C(C=C1)Cl)Cl)C